BrC=1C=C2N(N=CC(=C2N[C@H]2CC[C@H](CC2)NC(OC(C)(C)C)=O)C(N)=NC2=C(C=CC(=C2)F)Cl)C1 tert-butyl [cis-4-[[6-bromo-3-[N'-(2-chloro-5-fluorophenyl)carbamimidoyl]pyrrolo[1,2-b]pyridazin-4-yl]amino]cyclohexyl]carbamate